CN1CC2=CC(=CC(=C2CC1)C)C1=NN(C2=CC(=C(C=C12)C1=C(C=C(C=C1C)NC(CN(C)C)=O)F)[N+]#[C-])COCC[Si](C)(C)C N-(4-(3-(2,5-dimethyl-1,2,3,4-tetrahydroisoquinolin-7-yl)-6-isocyano-1-((2-(trimethylsilyl)ethoxy)methyl)-1H-indazol-5-yl)-3-fluoro-5-methylphenyl)-2-(dimethylamino)acetamide